NC1CN(C1)C1=NC=C(C=N1)NC1=CC=C(C=C1)C=1NC2=NC=NC(=C2C1)N1CCOCC1 2-(3-amino-1-azetidinyl)-5-[p-(4-morpholino-1H-1,5,7-triazainden-2-yl)phenylamino]pyrimidine